(R)-2-hydroxy-3-(1H-pyrrol-1-yl)propionic acid O[C@@H](C(=O)O)CN1C=CC=C1